oxalic acid monohydrate O.C(C(=O)O)(=O)O